NC=1C(NC(N(N1)C1=CC(=C(C(=C1)Cl)OC1=CN(C(C(=C1)C(C)C)=O)C)Cl)=O)=O 6-amino-2-(3,5-dichloro-4-((5-isopropyl-1-methyl-6-oxo-1,6-dihydropyridin-3-yl)oxy)phenyl)-1,2,4-triazine-3,5(2H,4H)-dione